N1(CCC1)C(=O)C1=NC=C(N=C1)NCC1=CC(=CC(=C1)OC(F)(F)F)C(C)C Azetidin-1-yl-(5-((3-isopropyl-5-(trifluoromethoxy)benzyl)amino)pyrazin-2-yl)methanone